CN1C=NC=C1C(=O)NC1=C(C=CC(=C1)C(NC1=CC=C(C=C1)C1=NNC=C1)=O)C 1-Methyl-N-(2-methyl-5-{[4-(1H-pyrazol-3-yl)phenyl]carbamoyl}phenyl)-1H-imidazole-5-carboxamide